2-methyl-5-(5-methyl-7-oxo-5,6,7,8-tetrahydropteridin-4-yl)thiophene-3-carboxamide CC=1SC(=CC1C(=O)N)C1=NC=NC=2NC(CN(C12)C)=O